4'-(3,6-diazabicyclo[3.1.1]heptan-3-yl)-4-methyl-2'-((tetrahydro-1H-pyrrolizin-7a(5H)-yl)methoxy)-2,3,5',8'-tetrahydro-6'H-spiro[indene-1,7'-quinazoline] C12CN(CC(N1)C2)C2=NC(=NC=1CC3(CCC21)CCC2=C(C=CC=C23)C)OCC23CCCN3CCC2